N-((1R)-5-(5-(1-hydroxypropan-2-yl)-1,2,4-oxadiazol-3-yl)-2,3-dihydro-1H-inden-1-yl)-1-methyl-1H-pyrazole-5-carboxamide OCC(C)C1=NC(=NO1)C=1C=C2CC[C@H](C2=CC1)NC(=O)C1=CC=NN1C